3-[5-(3,4-difluorophenoxy)-2-pyridyl]-1-methyl-1-[(2R)-3,3,3-trifluoro-2-hydroxy-2-methyl-propyl]urea FC=1C=C(OC=2C=CC(=NC2)NC(N(C[C@@](C(F)(F)F)(C)O)C)=O)C=CC1F